OC=1C=C2C(=CNC2=CC1)CCNC(=O)C=1C=2C[C@@H]3[C@H](C2N(N1)C1=C(C=C(C=C1)F)F)C3 (1aR,5aR)-2-(2,4-Difluoro-phenyl)-1a,2,5,5a-tetrahydro-1H-2,3-diaza-cyclopropa[a]pentalene-4-carboxylic acid [2-(5-hydroxy-1H-indol-3-yl)-ethyl]-amide